C(C)N1[C@@H](C=2N=CC(=C(C3=CN4C(C(OCCCCCC(NC1=O)CC(C)C)=N3)=NC=C4)C2)OC)C (12R)-13-ethyl-8-methoxy-12-methyl-16-(2-methylpropyl)-12,13,16,17,18,19,20,21-octahydro-6,23-(azeno)-11,7-(metheno)imidazo[2,1-c][1,4,10,13,15]oxatetraazacyclohenicosin-14(15H)-one